(2S,3S)-2-(3-bromo-2-fluorobenzyl)-3-(((fluoromethyl)sulfonyl)amino)pyrrolidine-1-carboxylic acid tert-butyl ester C(C)(C)(C)OC(=O)N1[C@H]([C@H](CC1)NS(=O)(=O)CF)CC1=C(C(=CC=C1)Br)F